3-(1,1-difluoroethyl)-bromobenzene FC(C)(F)C=1C=C(C=CC1)Br